(S)-3-(1-aminoethyl)phenol N[C@@H](C)C=1C=C(C=CC1)O